C(CC)NC(=O)C1=NN(C=N1)CC=1SC(=CC1)C1=NOC(=N1)C(F)(F)F N-propyl-1-[[5-[5-(trifluoromethyl)-1,2,4-oxadiazol-3-yl]-2-thienyl]methyl]-1,2,4-triazole-3-carboxamide